NC1=CC=C(C(=C1C(=O)N(C)C)F)C=1C(=C2C(=NC1)NC[C@]21C[C@H](CC1)N1N=CC(=C1)C)Cl 6-Amino-3-((1R,3S)-4'-chloro-3-(4-methyl-1H-pyrazol-1-yl)-1',2'-dihydrospiro[cyclopentane-1,3'-pyrrolo[2,3-b]pyridin]-5'-yl)-2-fluoro-N,N-dimethylbenzamide